BrC=1C=CC2=C(N=C(S2)C2C3CN(CC3C2)C)C1 5-bromo-2-(3-methyl-3-azabicyclo[3.2.0]heptan-6-yl)-1,3-benzothiazole